(E)-6-styryl-1H-benzo[d]imidazole C(=C\C1=CC=CC=C1)/C=1C=CC2=C(NC=N2)C1